ClC1=CC=C(C=C1)/C=C(/C(C)=O)\C1=CC=CC=C1 (E)-4-(4-chlorophenyl)-3-phenylbut-3-en-2-one